BrC1=C(C=C(C(=C1)Cl)OC)NC(=O)N[C@@H](C)C=1N(N=CN1)C1=NC=CC=N1 1-(2-bromo-4-chloro-5-methoxy-phenyl)-3-[(1S)-1-(2-pyrimidin-2-yl-1,2,4-triazol-3-yl)ethyl]urea